C(C)C=1C=CC=C2C=C(C=C(C12)C1=C(C=2N=C(N=C(C2C=N1)N1C[C@@](CCC1)(O)C)OCC1(CC1)CN1CCC(CC1)CO)F)OCOC (R)-1-{7-[8-ethyl-3-(methoxymethoxy)naphthalen-1-yl]-8-fluoro-2-[(1-{[4-(hydroxymethyl)piperidin-1-yl]methyl}cyclopropyl)methoxy]pyrido[4,3-d]pyrimidin-4-yl}-3-methylpiperidin-3-ol